BrC=1C=CC=C2N=C3CCCCC3=C(C12)N 8-bromo-1,2,3,4-tetrahydro-9-aminoacridine